6-(2-amino-6-fluoro-5-(4-(3-(methyl(2,2,2-trifluoroethyl)amino)pyrrolidin-1-yl)phenyl)pyridin-3-yl)-3,4-dihydroisoquinolin-1(2H)-one NC1=NC(=C(C=C1C=1C=C2CCNC(C2=CC1)=O)C1=CC=C(C=C1)N1CC(CC1)N(CC(F)(F)F)C)F